ClC1=NC2=NC(=C(N=C2C(=N1)S(=O)(=O)C)C)C 2-chloro-6,7-dimethyl-4-methylsulfonyl-pteridine